3-(5-chloro-3-fluoropyridin-2-yl)-6-mercaptobenzothiazol-2(3H)-one ClC=1C=C(C(=NC1)N1C(SC2=C1C=CC(=C2)S)=O)F